(+/-)-5-methyl-8-((3R,4S)-3-methyl-4-(4-(trifluoromethyl)phenoxy)piperidin-1-yl)-6-oxo-5,6-dihydro-1,5-naphthyridine-2-carbonitrile CN1C=2C=CC(=NC2C(=CC1=O)N1C[C@H]([C@H](CC1)OC1=CC=C(C=C1)C(F)(F)F)C)C#N |r|